FC=1C(=NC(=CC1)C=1C=NN2C1C=CC=C2)C2CN(CCC2)C(=O)OC(C)(C)C tert-butyl 3-(3-fluoro-6-pyrazolo[1,5-a]pyridin-3-yl-2-pyridyl)piperidine-1-carboxylate